OC=1C=C(C=CC1O)C1(C2=CC=CC=C2C=2C=CC=CC12)C1=CC(=C(C=C1)O)O 9,9-bis(3,4-dihydroxyphenyl)fluorene